1-(2-methylphenyl)cyclopropan-1-ol CC1=C(C=CC=C1)C1(CC1)O